C(\C=C\C)(=O)NC=1C=C2C(C(N(C2=CC1)CC1=CC=C(C(=O)NC(C)(C)C)C=C1)=O)=O (E)-4-((5-(but-2-eneamido)-2,3-diketoindol-1-yl)methyl)-N-tert-butylbenzamide